C(#N)C1=C(C=C2N(CCN(C2=C1)C1=C2C=C(C(N(C2=CC(=C1)OC1CCN(CC1)C(=O)OC(C)(C)C)C)=O)C)C)C=1C=NN(C1)C tert-butyl 4-[[5-[7-cyano-4-methyl-6-(1-methylpyrazol-4-yl)-2,3-dihydroquinoxalin-1-yl]-1,3-dimethyl-2-oxo-7-quinolyl]oxy]piperidine-1-carboxylate